(S,E)-N-(4-(methylsulfonyl)but-3-en-2-yl)-4-phenoxy-2-(1-(trifluoromethyl)cyclopropyl)pyrimidine-5-carboxamide CS(=O)(=O)/C=C/[C@H](C)NC(=O)C=1C(=NC(=NC1)C1(CC1)C(F)(F)F)OC1=CC=CC=C1